C(C=C)OC(=O)NC[C@@H]1C[C@@H]([C@H]([C@@H](OC)O1)O)O methyl 6-allyloxycarbonylamino-4,6-dideoxy-α-D-glucopyranoside